6-chloro-5'-(5-chloro-2-methylpyridin-3-yl)-2'-(6-isopropoxy-4-methoxypyridin-3-yl)-3'-isopropyl-3'H-spiro[indoline-3,4'-pyrrolo[3,4-d]imidazole]-2,6'(5'H)-dione ClC1=CC=C2C(=C1)NC(C21N(C(C=2N=C(N(C21)C(C)C)C=2C=NC(=CC2OC)OC(C)C)=O)C=2C(=NC=C(C2)Cl)C)=O